C1(CCCCC1)OC(=O)NC=1C=C(C=NC1C)C1=CC2=C(N=C(S2)NCCN2CCN(CC2)C2=NC=C(C=N2)OCC(=O)OC(C)(C)C)C=C1 tert-butyl 2-((2-(4-(2-((6-(5-(((cyclohexyloxy)carbonyl)amino)-6-methylpyridin-3-yl)benzo[d]thiazol-2-yl)amino)ethyl)piperazin-1-yl)pyrimidin-5-yl)oxy)acetate